C(C)(=O)OCCN1C(N(CCC1)C1=CC=C(CC(C(=O)OCC)(C(=O)OCC)OC[C@H]2OC([C@@H]([C@]2(C#C)OC(C)=O)OC(C)=O)OC(C)=O)C=C1)=O diethyl 2-(4-(3-(2-acetoxyethyl)-2-oxotetrahydropyrimidin-1(2H)-yl)benzyl)-2-(((2R,3R,4R)-3,4,5-triacetoxy-3-ethynyltetrahydrofuran-2-yl)methoxy)-malonate